(2R,4S)-1-tert-butyl 2-methyl 4-hydroxy-2-methylpyrrolidine-1,2-dicarboxylate O[C@H]1C[C@@](N(C1)C(=O)OC(C)(C)C)(C(=O)OC)C